[Si](C)(C)(C(C)(C)C)OC1CC(OC1)C(=O)NC=1C=NN(C1)C 4-[tert-butyl(dimethyl)silyl]oxy-N-(1-methylpyrazol-4-yl)tetrahydrofuran-2-carboxamide